tert-butyl 2-[(3S)-3-[1-(2,6-dibenzyloxy-3-pyridyl)-3-methyl-2-oxo-benzimidazol-5-yl]pyrrolidin-1-yl]acetate C(C1=CC=CC=C1)OC1=NC(=CC=C1N1C(N(C2=C1C=CC(=C2)[C@H]2CN(CC2)CC(=O)OC(C)(C)C)C)=O)OCC2=CC=CC=C2